Cl.N[C@H](C(=O)N1CCC(CC1)C(C)NC(=O)C=1C=C2CC(NC2=CC1)=O)C N-(1-(1-((S)-2-aminopropionyl)piperidin-4-yl)ethyl)-2-oxoindoline-5-carboxamide hydrochloride